[Si](C)(C)(C(C)(C)C)OCCN1N=CC(=C1)B1OC(C(O1)(C)C)(C)C 1-(2-((tert-butyldimethylsilyl)oxy)ethyl)-4-(4,4,5,5-tetramethyl-1,3,2-dioxaborolan-2-yl)-1H-pyrazole